C(CCCCCCCC=CCC=CCC=CCCCCC)(=O)O Heneicosa-9,12,15-trienoic acid